5-(difluoromethoxy)benzoic acid FC(OC=1C=CC=C(C(=O)O)C1)F